C(CCCCCCCCCCC)[Si](OC)(CCCCCCCCCCCC)CCCCCCCCCCCC tri(dodecyl)-methoxysilane